(4-(3-amino-5-chloro-2-methylbenzyl)piperazin-1-yl)(tetrahydro-2H-pyran-4-yl)methanone NC=1C(=C(CN2CCN(CC2)C(=O)C2CCOCC2)C=C(C1)Cl)C